C1(=CC=CC=C1)CCCC(=O)O[C@@H]1[C@](O[C@H](C1)N1C=CC2=C1N=C(N=C2N)Cl)(CO)C#C (2R,3S,5R)-5-(4-amino-2-chloro-7H-pyrrolo[2,3-d]pyrimidin-7-yl)-2-ethynyl-2-(hydroxymethyl)tetrahydrofuran-3-yl 4-phenylbutanoate